(2S)-2-((2S)-2-(((2-(3-chlorophenyl)-2-methyl-1-phenylpropoxy)carbonyl)amino)hexanamido)-3-((S)-2-oxopyrrolidin-3-yl)propanoic acid ClC=1C=C(C=CC1)C(C(OC(=O)N[C@H](C(=O)N[C@H](C(=O)O)C[C@H]1C(NCC1)=O)CCCC)C1=CC=CC=C1)(C)C